O-tert-butyldimethylsilyl-adenosine [Si](C)(C)(C(C)(C)C)O[C@H]1[C@@H](O[C@@H]([C@H]1O)CO)N1C=NC=2C(N)=NC=NC12